O=C1NC(CCC1N1C(C2=CC=CC(=C2C1=O)N1CCC(CC1)CC1=CC=C(C=C1)NC(OC(C)(C)C)=O)=O)=O tert-butyl (4-((1-(2-(2,6-dioxopiperidin-3-yl)-1,3-dioxoisoindolin-4-yl)piperidin-4-yl)methyl) phenyl)carbamate